S-Isopropyl 4-[4-(8-methyl-7-quinolyl)phenoxy]piperidine-1-carbothioate CC=1C(=CC=C2C=CC=NC12)C1=CC=C(OC2CCN(CC2)C(SC(C)C)=O)C=C1